7-(4-fluorobenzyl)-2-methyl-2,3-dihydro-1H-pyrido[2,3-b][1,4]oxazin FC1=CC=C(CC2=CC3=C(OCC(N3)C)N=C2)C=C1